(2-butyl-4-chloro-1-{[2'-(1H-tetrazol-5-yl)biphenyl-4-yl]methyl}-1H-imidazol-5-yl)methanol C(CCC)C=1N(C(=C(N1)Cl)CO)CC1=CC=C(C=C1)C1=C(C=CC=C1)C1=NN=NN1